selenopheno[2,3,4,5-lmn][3,8]phenanthroline-1,3,5,7(2H,6H)-tetraone C1(NC(C2=C3C4=C(C(NC(C4=CC=C13)=O)=O)[Se]2)=O)=O